NC=1C(=C(C=C2C=C(N=CC12)NC(=O)[C@@H]1[C@H]([C@@H]1C)C1=CN=CN1)C=1C=NC=CC1C)F (1S,2S,3S)-N-(8-amino-7-fluoro-6-(4-methylpyridin-3-yl)isoquinolin-3-yl)-2-(1H-imidazol-5-yl)-3-methylcyclopropane-1-carboxamide